C(C)(C)(C)N1N=CC(=C1C(=O)O)OC1=CC(=CC=C1)C.OC(O)(O)N(CCCCCN(C)C(O)(O)O)C 1,5-bis((trihydroxymethyl)methylamino)pentane 1-(tert-butyl)-4-(3-methylphenoxy)-1H-pyrazole-5-carboxylate